ClC=1C=C2C=C(COC2=CC1)C(=O)N 6-chloro-2H-chromene-3-carboxamide